OCC(C#N)(C)C 3-hydroxy-2,2-dimethyl-propanenitrile